FC1(CCC(CC1)CNC(=O)C=1OC2=C(C(=CC=C2C(C1)=O)F)O)F N-((4,4-difluorocyclohexyl)methyl)-7-fluoro-8-hydroxy-4-oxo-4H-chromene-carboxamide